4-hydroxy-N-methylindole OC1=C2C=CN(C2=CC=C1)C